N-(2,3-dimethylbutyl)decane-1,10-diamine CC(CNCCCCCCCCCCN)C(C)C